N[C@H](C)C=1C(=C(C#N)C=CC1)C 3-[(1R)-1-aminoethyl]-2-methylbenzonitrile